N[C@@H]1C(N(C2=C(OC1)C=CC=C2F)C)=O (S)-3-amino-6-fluoro-5-methyl-2,3-dihydrobenzo[b][1,4]oxazepin-4(5H)-one